1-(4-methyl-6-(trifluoromethyl)pyridin-3-yl)-1H-pyrazole-4-carboxylic acid methyl ester COC(=O)C=1C=NN(C1)C=1C=NC(=CC1C)C(F)(F)F